5-AMINOPYRAZOLE NC1=CC=NN1